[Na].NC=1C(=CC2=CC(=CC=C2C1)S(=O)(=O)O)S(=O)(=O)O 3-amino-2,7-naphthalenedisulfonic acid monosodium